2-(7-fluoro-3,3-dimethyl-2,3-dihydrobenzofuran-5-yl)-4,4,5,5-tetramethyl-1,3,2-dioxaborole FC1=CC(=CC=2C(COC21)(C)C)B2OC(C(O2)(C)C)(C)C